4-(t-butylperoxy)-2-pentanone C(C)(C)(C)OOC(CC(C)=O)C